(1-(2-bromo-5-methoxyphenyl)piperidin-4-yl)methanol BrC1=C(C=C(C=C1)OC)N1CCC(CC1)CO